NC1C(C(C1(C)C)OC1=CC(=C(C#N)C(=C1)C)C)(C)C 4-(3-amino-2,2,4,4-tetramethyl-cyclobutoxy)-2,6-dimethylbenzonitrile